NC1=NC(=C(C=C1C=1C=C2CCNC(C2=CC1)=O)C1=CC=C(C=C1)[C@@]12CN(C[C@H]2C1)CC(F)F)F 6-(2-amino-5-(4-((1R,5S)-3-(2,2-difluoroethyl)-3-azabicyclo[3.1.0]hexan-1-yl)phenyl)-6-fluoropyridin-3-yl)-3,4-dihydroisoquinolin-1(2H)-one